indolequinone C1=CNC2=CC(=O)C(=O)C=C21